4-(3-(2-cyclopropyl-4-(1-(2-fluoroethyl)-1H-pyrrolo[3,2-b]pyridin-6-yl)-1H-imidazol-1-yl)bicyclo[1.1.1]pentan-1-yl)morpholine C1(CC1)C=1N(C=C(N1)C=1C=C2C(=NC1)C=CN2CCF)C21CC(C2)(C1)N1CCOCC1